NC1=C(C=C(N=N1)C1=C(C=CC(=C1)F)O)N1CC2CCC(C1)N2C2=CC(=CC=C2)CN2CCNCC2 2-[6-amino-5-[8-[3-(piperazin-1-ylmethyl)phenyl]-3,8-diazabicyclo[3.2.1]octan-3-yl]pyridazin-3-yl]-4-fluoro-phenol